5'-(4,4'-dimethoxytrityl)-3'-diisopropylphenylsilyl-N3-[3,4,5-tris(octadecyloxy)benzoyl]deoxythymidine COC1=CC=C(C(C2=CC=C(C=C2)OC)(C2=CC=CC=C2)C([C@@H]2[C@](C[C@@H](O2)N2C(=O)N(C(=O)C(C)=C2)C(C2=CC(=C(C(=C2)OCCCCCCCCCCCCCCCCCC)OCCCCCCCCCCCCCCCCCC)OCCCCCCCCCCCCCCCCCC)=O)(O)[Si](C2=CC=CC=C2)(C(C)C)C(C)C)O)C=C1